4-acetyl-1H-pyrrole C(C)(=O)C=1C=CNC1